C(#N)C1=CC=C(C=C1)C=1C=C2C(=NC1C1=CC=C(C=C1)F)C=CN2C[C@@H]2CN(CC2)C(=O)OC(C)(C)C tert-butyl (3R)-3-[[6-(4-cyanophenyl)-5-(4-fluorophenyl)pyrrolo[3,2-b]pyridin-1-yl]methyl]pyrrolidine-1-carboxylate